copper dichloro(1,10-phenanthroline) ClC=1C(=NC2=C3N=CC=CC3=CC=C2C1)Cl.[Cu]